8-(((benzyloxy)carbonyl)((1-methylpiperidin-4-yl)methyl)amino)pentadecane-1,15-diyl bis(4,4-bis(pentyloxy)butanoate) C(CCCC)OC(CCC(=O)OCCCCCCCC(CCCCCCCOC(CCC(OCCCCC)OCCCCC)=O)N(CC1CCN(CC1)C)C(=O)OCC1=CC=CC=C1)OCCCCC